4-((2S,5R)-4-(1-(4-((2,2-dimethylmorpholino)methyl)phenyl)ethyl)-2,5-diethylpiperazin-1-yl)-1-methyl-2-oxo-1,2-dihydropyrido[3,2-d]pyrimidine-6-carbonitrile CC1(OCCN(C1)CC1=CC=C(C=C1)C(C)N1C[C@@H](N(C[C@H]1CC)C=1C2=C(N(C(N1)=O)C)C=CC(=N2)C#N)CC)C